hydroxy-cyclohexanediol OC1C(CCCC1)(O)O